4-(ethoxymethyl)-1-((1-methyl-1H-pyrazol-4-yl)methyl)-4-(2-(3-methylthiophen-2-yl)ethyl)piperidine C(C)OCC1(CCN(CC1)CC=1C=NN(C1)C)CCC=1SC=CC1C